2-(7-(5-(chlorodifluoromethyl)-1,2,4-oxadiazol-3-yl)imidazo[1,2-a]pyridin-2-yl)-N-(methyl(oxo)(pyrimidin-5-yl)-λ6-sulfaneylidene)acetamide ClC(C1=NC(=NO1)C1=CC=2N(C=C1)C=C(N2)CC(=O)N=S(C=2C=NC=NC2)(=O)C)(F)F